ClC=1C=C(C=C(C1F)Cl)C1(CC(=NO1)C=1C=C2COC3(C2=CC1)CN(C3)C(CS(=O)(=O)C)=O)C(F)(F)F 1-(5'-(5-(3,5-dichloro-4-fluorophenyl)-5-(trifluoromethyl)-4,5-dihydroisoxazol-3-yl)-3'h-spiro[azetidine-3,1'-isobenzofuran]-1-yl)-2-(methylsulfonyl)ethan-1-one